C(C)OC1=C(C(C1=O)=O)NC1=C(C(=NC=C1)C(=O)N(C)CC)O 4-((2-ethoxy-3,4-dioxocyclobut-1-en-1-yl)amino)-N-ethyl-3-hydroxy-N-methylpyridinecarboxamide